FC1=C(C(=O)O)C(=C(C(=C1F)F)F)S(NC1=CC(=C(C=C1)OC)F)(=O)=O 2,3,4,5-tetrafluoro-6-(N-(3-fluoro-4-methoxyphenyl)sulfamoyl)benzoic acid